tert-butyl 2-(4-bromopyridin-2-yl)-3,4,6,7-tetrahydro-5H-imidazolo[4,5-c]pyridine-5-carboxylate BrC1=CC(=NC=C1)C1=NC2=C(CN(CC2)C(=O)OC(C)(C)C)N1